3-((2-((2-((2-(dimethylamino)ethyl)amino)benzo[d]thiazol-6-yl)amino)-6-methylquinazolin-4-yl)amino)propan-1-ol CN(CCNC=1SC2=C(N1)C=CC(=C2)NC2=NC1=CC=C(C=C1C(=N2)NCCCO)C)C